3-((tert-butyldiphenylsilyl)oxy)-2-methylpropanoic acid [Si](C1=CC=CC=C1)(C1=CC=CC=C1)(C(C)(C)C)OCC(C(=O)O)C